didecyldiacetamide C(CCCCCCCCC)C(C(=O)NC(=O)C)CCCCCCCCCC